N1=C(C=CC=C1)C(C)(C1=NC=CC=C1)N1C=C(C2=NC=C(C=C21)C=2C(=NOC2C)C)C2=CC=C(C(=O)O)C=C2 4-(1-(1,1-di(pyridin-2-yl)ethyl)-6-(3,5-dimethylisoxazol-4-yl)-1H-pyrrolo[3,2-b]pyridin-3-yl)benzoic acid